C(#N)C=1C(=CC(=NC1)NC(=O)N1CCCC2=CC(=C(N=C12)C=O)CN1C(CN(CC1)C)=O)NC1(CC1)CSCC N-(5-cyano-4-((1-((ethyl-thio)methyl)cyclopropyl)amino)pyridin-2-yl)-7-formyl-6-((4-methyl-2-oxopiperazin-1-yl)methyl)-3,4-dihydro-1,8-naphthyridine-1(2H)-carboxamide